methyl 3-bromo-1-(cyanomethyl)-1H-pyrrole-2-carboxylate BrC1=C(N(C=C1)CC#N)C(=O)OC